FC=1N(N=C2C=CC(=C(C12)B(O)O)F)C (3,5-Difluoro-2-methyl-2H-indazol-4-yl)boronic acid